ClC=1C=C2C=3C=C(C=C(C3N(C2=CC1)S(=O)(=O)C1=CC=C(C)C=C1)CCNC(OC(C)(C)C)=O)NC1=NC=C(C=C1)Cl tert-butyl (2-(6-chloro-3-((5-chloropyridin-2-yl)amino)-9-tosyl-9H-carbazol-1-yl)ethyl)carbamate